C(C)C1CN(C1)C(=O)C=1N=C2N(N1)C(CC2)C2=CC=CC=C2 (3-Ethylazetidin-1-yl)-(5-phenyl-6,7-dihydro-5H-pyrrolo[1,2-b][1,2,4]triazol-2-yl)methanon